CC(CNC(=O)C1=NC(=CC=C1OC)NC1=CC(=CC=C1)CC)(C)C N-(2,2-dimethylpropyl)-6-(3-ethylanilino)-3-methoxy-pyridine-2-carboxamide